(S)-N-((S)-1-(5-(2-cyclopropylbenzo[d]thiazol-6-yl)-1H-imidazol-2-yl)-7-oxononyl)-6-methyl-6-azaspiro[2.5]octane-1-carboxamide C1(CC1)C=1SC2=C(N1)C=CC(=C2)C2=CN=C(N2)[C@H](CCCCCC(CC)=O)NC(=O)[C@H]2CC21CCN(CC1)C